NC1CCC(CC1)OC=1C(=NC=CC1)C1=CC(=NN1)NC=1N=CC(=NC1)C#N 5-((5-(3-(((1r,4r)-4-aminocyclohexyl)oxy)pyridin-2-yl)-1H-pyrazol-3-yl)amino)pyrazine-2-carbonitrile